6-bromo-3-methyl-5-(trifluoromethyl)-tetrazolo[1,5-a]pyrimidin-7-one BrC1=C(N=C2N(C1=O)N=NN2C)C(F)(F)F